6-Chloro-N-(3-chloro-4-(trifluoromethyl)phenyl)-3,4-dihydro-2,7-naphthyridine ClC=1C=C2CCN(CC2=CN1)C1=CC(=C(C=C1)C(F)(F)F)Cl